2-[4-[8-[4-[4-[2-(azetidin-1-yl)ethyl]piperazine-1-carbonyl]-3-chloro-anilino]imidazo[1,2-a]pyrazin-3-yl]-2,3-difluoro-phenoxy]acetonitrile trifluoroacetate FC(C(=O)O)(F)F.N1(CCC1)CCN1CCN(CC1)C(=O)C1=C(C=C(NC=2C=3N(C=CN2)C(=CN3)C3=C(C(=C(OCC#N)C=C3)F)F)C=C1)Cl